C12(CC3CC(CC(C1)C3)C2)NC([C@H](CC2=CNC3=CC=CC=C23)NS(=O)(=O)C2=CC=C(C=C2)Br)=O (S)-N-((3R,5R,7R)-adamantan-1-yl)-2-(4-bromophenylsulphonamido)-3-(1H-indol-3-yl)propanamide